FC=1C=C(C=CC1)C=1N=NN(C1)[C@@H]1[C@H]([C@@H](O[C@H]2[C@@H]1OC(OC2)C2=CC=CC=C2)C(=O)OC)OC (4aR,6R,7R,8R,8aR)-methyl 8-(4-(3-fluorophenyl)-1H-1,2,3-triazol-1-yl)-7-methoxy-2-phenylhexahydropyrano[3,2-d][1,3]dioxine-6-carboxylate